Cl.NC1CN(CC1)CC1=CC2=C(C(=NO2)NS(=O)(=O)C2=C(C=CC=C2)OC)C(=C1)OC N-(6-((3-aminopyrrolidin-1-yl)methyl)-4-methoxybenzo[d]isoxazol-3-yl)-2-methoxybenzenesulfonamide hydrochloride